(4-((2-(1H-pyrazol-4-yl)ethyl)amino)-5,6-dimethylpyrimidin-2-yl)(3-(2,3-difluorophenyl)-3-hydroxyazetidin-1-yl)methanone N1N=CC(=C1)CCNC1=NC(=NC(=C1C)C)C(=O)N1CC(C1)(O)C1=C(C(=CC=C1)F)F